C(=O)(OCC)C1=CC=C(C2=NC3=CC=CC=C3C(=C12)C1=CC=C(C=C1)F)F 1-carbethoxy-9-(p-fluorophenyl)-4-fluoroacridine